N'-((6-fluoro-5-methyl-2,3-dihydro-1H-inden-4-yl)carbamoyl)-6,7-dihydro-5H-pyrazolo[5,1-b][1,3]oxazine-3-sulfonimidamide FC1=C(C(=C2CCCC2=C1)NC(=O)N=S(=O)(N)C=1C=NN2C1OCCC2)C